C(=O)C12CC(C1)(C2)N2CCN(CC2)C=2C=CC(=NC2)NC(OC(C)(C)C)=O tert-butyl N-[5-[4-(3-formyl-1-bicyclo[1.1.1]pentanyl)piperazin-1-yl]-2-pyridyl]carbamate